ClC=1C(=NC(=NC1)C(=O)N[C@@H]1C(N(C2=C(OC1)C=C(C=N2)Cl)C)=O)[C@@H]2OCCOC2 5-chloro-N-((S)-8-chloro-5-methyl-4-oxo-2,3,4,5-tetrahydropyrido[3,2-b][1,4]oxazepin-3-yl)-4-((S)-1,4-dioxan-2-yl)pyrimidine-2-carboxamide